1-ethyl-6,8-difluoro-7-(3-methylpiperazin-1-yl)-4-oxoquinoline-3-carboxylic acid C(C)N1C=C(C(C2=CC(=C(C(=C12)F)N1CC(NCC1)C)F)=O)C(=O)O